[6-(3-cyclopropyl-1,2,4-triazol-1-yl)-2-azaspiro[3.3]heptan-2-yl]-[3-[3-methyl-4-(trifluoromethoxy)phenyl]azetidin-1-yl]methanone C1(CC1)C1=NN(C=N1)C1CC2(CN(C2)C(=O)N2CC(C2)C2=CC(=C(C=C2)OC(F)(F)F)C)C1